3-(2-(1H-pyrazolo[3,4-b]pyridin-5-yl)ethynyl)-4-methyl-N-(3-(3-methyl-1H-1,2,4-triazol-1-yl)-5-(trifluoromethyl)phenyl)benzamide N1N=CC=2C1=NC=C(C2)C#CC=2C=C(C(=O)NC1=CC(=CC(=C1)C(F)(F)F)N1N=C(N=C1)C)C=CC2C